N-tert-butyl-5-(1H-indole-2-carbonyl)-4H,5H,6H,7H-pyrazolo[1,5-a]pyrazine-3-carboxamide C(C)(C)(C)NC(=O)C=1C=NN2C1CN(CC2)C(=O)C=2NC1=CC=CC=C1C2